1-[4-[1-isopropyl-4-(trifluoromethyl)imidazol-2-yl]phenyl]methanamine C(C)(C)N1C(=NC(=C1)C(F)(F)F)C1=CC=C(C=C1)CN